Cl\C(\C(=O)O)=C(\C=O)/Cl (Z)-2,3-dichloro-4-oxo-but-2-enoic acid